C(\C=C\C(=O)O)(=O)O.CN(C)C[C@H]1[C@H]2[C@H](OC1=O)[C@H]1[C@](CCC1=C(CC2)C)(C)O (3R,3aS,9R,9aS,9bS)-3-((dimethylamino)methyl)-9-hydroxy-6,9-dimethyl-3,3a,4,5,7,8,9,9a-octahydroazuleno[4,5-b]furan-2(9bH)-one fumarate